N[C@H](C(=O)O)CC=1C=C(C=CC1)C1=C(C=CC=C1)C (S)-2-amino-3-(2'-methyl-[1,1'-biphenyl]-3-yl)propanoic acid